5-(AMINOMETHYL)-4-CYCLOPROPOXYNICOTINALDEHYDE NCC=1C=NC=C(C=O)C1OC1CC1